ClC=1NC(C2=C(N1)SC(=C2)C=2CCN(CC2)C(=O)OC(C)(C)C)=O tert-butyl 4-(2-chloro-4-oxo-3,4-dihydrothieno[2,3-d]pyrimidin-6-yl)-3,6-dihydropyridine-1(2H)-carboxylate